(2s,3s,4r,5r)-3,4-dihydroxy-5-(2-(5-isopropoxypyridin-3-yl)-6-(methylamino)-9H-purin-9-yl)-N-methoxytetrahydrofuran-2-carboxamide O[C@@H]1[C@H](O[C@H]([C@@H]1O)N1C2=NC(=NC(=C2N=C1)NC)C=1C=NC=C(C1)OC(C)C)C(=O)NOC